CC1(CN(C=2C1=NC=CC2)C(=O)N2CCC1(CC2)CCN(CC1)CC1CCOCC1)C (3,3-dimethyl-2,3-dihydro-1H-pyrrolo[3,2-b]pyridin-1-yl)(9-((tetrahydro-2H-pyran-4-yl)methyl)-3,9-diazaspiro[5.5]undecan-3-yl)methanone